methyl (R)-2-amino-3-cyclohexylpropanoate hydrochloride Cl.N[C@@H](C(=O)OC)CC1CCCCC1